2-bromo-1-(3-bromopropyloxy)-3-fluorobenzene BrC1=C(C=CC=C1F)OCCCBr